C(C)(C)(C)OC(NCC(C)C1=CC(=C(C=C1)B1OC(C(O1)(C)C)(C)C)C)=O (2-(3-methyl-4-(4,4,5,5-tetramethyl-1,3,2-dioxaborolan-2-yl)benzeneYl)propyl)carbamic acid tert-butyl ester